C(C)(C)(C)C=1N=C(OC1)CC1CCN(CC1)C(=O)N1C[C@H]2[C@H](OCC(N2)=O)CC1 (-)-(4aS,8aR)-6-(4-((4-(tert-Butyl)oxazol-2-yl)methyl)piperidine-1-carbonyl)hexahydro-2H-pyrido[4,3-b][1,4]oxazin-3(4H)-one